Cl.C(C)(C)(C)OC(=O)N1CC=2CNCC2C1 1H,2H,3H,4H,5H,6H-pyrrolo[3,4-c]pyrrole-2-carboxylic acid tert-butyl ester hydrochloride